N-[(3,4-Difluoro-phenyl)-methyl]-2-morpholin-4-yl-4-propyl-thiazole-5-carboxylic acid amide FC=1C=C(C=CC1F)CNC(=O)C1=C(N=C(S1)N1CCOCC1)CCC